trihexyl(dodecyl)-phosphonium C(CCCCC)[P+](CCCCCCCCCCCC)(CCCCCC)CCCCCC